O=C1N(CC2=CC(=CC=C12)O[C@@H]1[C@H](CCC1)N1C[C@@H]2[C@H](C1)COC2)C2C(NC(CC2)=O)=O 3-(1-oxo-5-(((1S,2S)-2-((3aR,6aS)-tetrahydro-1H-furo[3,4-c]pyrrol-5(3H)-yl)cyclopentyl)oxy)isoindolin-2-yl)piperidine-2,6-dione